2-(3-nitrophenyl)-2-oxoacetaldehyde [N+](=O)([O-])C=1C=C(C=CC1)C(C=O)=O